2-Hydroxy-4-pentadecyl-benzaldehyde OC1=C(C=O)C=CC(=C1)CCCCCCCCCCCCCCC